NC=1N=NC(=CC1N1CCO[C@@H](C1)C)C1=C(C=CC=C1)O (2S,6R)-4-(3-Amino-6-(2-hydroxyphenyl)pyridazin-4-yl)-6-methylmorpholin